BrC1=CC=C(C=C1)C1CCN(CC1)C1=C(C(=C(C#N)C=C1)C(F)(F)F)F 4-[4-(4-bromophenyl)piperidin-1-yl]-3-fluoro-2-(trifluoromethyl)benzonitrile